(R)-N-(3-(1-((2-Amino-5-(1-methyl-1H-pyrazol-4-yl)pyridin-3-yl)oxy)ethyl)phenyl)-2,3-dihydrobenzo[b]thiophen-6-carboxamid-1,1-dioxid NC1=NC=C(C=C1O[C@H](C)C=1C=C(C=CC1)NC(=O)C=1C=CC2=C(S(CC2)(=O)=O)C1)C=1C=NN(C1)C